1,3-dimethyl-3-(piperidine-1-sulfonylmethyl)-2-oxo-indole CN1C(C(C2=CC=CC=C12)(CS(=O)(=O)N1CCCCC1)C)=O